C(N)(=O)C1=C(C(=CC(=C1)Cl)C)NC(=O)C=1N(N=C(C1)OC)C1=NC=CC=C1Cl N-(2-carbamoyl-4-chloro-6-methyl-phenyl)-2-(3-chloro-2-pyridyl)-5-methoxy-pyrazole-3-carboxamide